tert-butyl-1-[4-[[tert-butyl(dimethyl)silyl]oxymethyl]cyclohexyl]pyrazole C(C)(C)(C)C1=NN(C=C1)C1CCC(CC1)CO[Si](C)(C)C(C)(C)C